tert-Butyl 3-chloro-5-nitro-1H-pyrrolo[2,3-b]pyridin-1-carboxylate ClC1=CN(C2=NC=C(C=C21)[N+](=O)[O-])C(=O)OC(C)(C)C